C(#N)C1=CNC2=C(C=CC(=C12)C)NS(=O)(=O)C=1C=NN(C1)C N-(3-cyano-4-methyl-1H-indol-7-yl)-1-methyl-pyrazole-4-sulfonamide